(trans-2-hydroxycyclohexyl)-4-methyl-1-oxo-6-(4-(1H-pyrazol-1-yl)benzyl)isoindoline-5-carbonitrile O[C@H]1[C@@H](CCCC1)N1C(C2=CC(=C(C(=C2C1)C)C#N)CC1=CC=C(C=C1)N1N=CC=C1)=O